C1=CC=CC=2C3=CC=CC=C3C(=CC12)C1=CC=C(C=C1)NC1=CC=CC=C1 (4-phenanthren-9-yl-phenyl)-phenylamine